2-[3-(9,9-Dimethyl-9H-fluoren-3-yl)-phenyl]-4,6-diphenyl-[1,3,5]triazine CC1(C2=CC=CC=C2C=2C=C(C=CC12)C=1C=C(C=CC1)C1=NC(=NC(=N1)C1=CC=CC=C1)C1=CC=CC=C1)C